ClC1=NC=2N(C=C1)N=CC2N2N=CC(=C2)C(F)(F)F 5-chloro-3-(4-(trifluoromethyl)-1H-pyrazol-1-yl)pyrazolo[1,5-a]pyrimidine